C(C)(C)(C)[Si](OCC=1SC(=C(N1)C)[Sn](CCCC)(CCCC)CCCC)(C)C tert-butyl-dimethyl-[(4-methyl-5-tributylstannyl-thiazol-2-yl)methoxy]silane